CC(CN1CC2(CS(C2)(=O)=O)CC1)(CC1=NC=C(C=C1)C(F)(F)F)C 6-(2,2-dimethyl-3-(5-(trifluoromethyl)pyridin-2-yl)propyl)-2-thia-6-azaspiro[3.4]octane-2,2-dioxide